2-[bis(3-chloro-4-fluorophenyl)methyl]-4,5-diiodo-1H-imidazole ClC=1C=C(C=CC1F)C(C=1NC(=C(N1)I)I)C1=CC(=C(C=C1)F)Cl